Cl.NC1=NC=CC(=C1F)CC=1C(=C(C(=C(C(=O)O)C1)NC1=C(C=C(C=C1)C)F)F)F 5-((2-amino-3-fluoropyridin-4-yl)methyl)-3,4-difluoro-2-((2-fluoro-4-methylphenyl)amino)benzoic acid hydrochloride